cyanomethyl 4-amino-3-chloro-5-fluoro-6-(7-fluoro-1H-indol-6-yl)pyridine-2-carboxylate NC1=C(C(=NC(=C1F)C1=CC=C2C=CNC2=C1F)C(=O)OCC#N)Cl